[Si](C1=CC=CC=C1)(C1=CC=CC=C1)(C(C)(C)C)NS(=O)(=O)/C=C/[C@]1(N(CCC1)C(=O)OC(C)(C)C)C tert-butyl (S,E)-2-(2-(N-(tert-butyl diphenylsilyl)sulfamoyl)vinyl)-2-methylpyrrolidine-1-carboxylate